C(C1=CC=CO1)OCl.[Ti] titanium (furfuryloxy) chloride